p-chlorophenol sodium salt [Na].ClC1=CC=C(C=C1)O